C(CCCCC(=O)O)(=O)O.CC(CO)(CO)CCC 2-methyl-2-propyl-1,3-propanediol adipate